2-ethoxy-2H-chromene C(C)OC1OC2=CC=CC=C2C=C1